FC(N1N=C(C=C1)C=1C(=C2C(=NC1)N(C=C2)COCC[Si](C)(C)C)N[C@H]2CN(C[C@H](C2)C)C(=O)OCC2=CC=CC=C2)F benzyl (3R,5S)-3-({5-[1-(difluoromethyl)-1H-pyrazol-3-yl]-1-{[2-(trimethylsilyl)ethoxy]methyl}-1H-pyrrolo[2,3-b]pyridin-4-yl}amino)-5-methylpiperidine-1-carboxylate